COC=1C=C2C(=C3C(=CC(=NC13)C(=O)O)C(=O)O)NC(=C2)C(=O)O 5-methoxy-1H-pyrrolo[2,3-f]quinoline-2,7,9-tricarboxylic acid